2-(3-chloro-2-fluorophenyl)-2-methyl-4-hydroxy-5-amino-3(2H)-furanone ClC=1C(=C(C=CC1)C1(OC(=C(C1=O)O)N)C)F